C(C1=CC=CC=C1)O[C@@](CC=C)(C(F)(F)F)C1=NN=C(O1)C1=NC(=C(C=C1N(C(OC(C)(C)C)=O)C(=O)OC(C)(C)C)C(F)(F)F)O tert-butyl N-[2-[5-[(1R)-1-benzyloxy-1-(trifluoromethyl)but-3-enyl]-1,3,4-oxadiazol-2-yl]-6-hydroxy-5-(trifluoromethyl)-3-pyridyl]-N-tert-butoxycarbonyl-carbamate